C1=CC(=C(C=C1[C@H](CN)O)O)O The molecule is the R-enantiomer of noradrenaline. It has a role as a vasoconstrictor agent, an alpha-adrenergic agonist, a sympathomimetic agent, a mouse metabolite and a neurotransmitter. It is a conjugate base of a (R)-noradrenaline(1+). It is an enantiomer of a (S)-noradrenaline.